N,N-bis-(3-aminopropyl)cyclohexylamine NCCCN(CCCN)C1CCCCC1